tert-Butyl 5-bromo-6-fluoro-3,4-dihydroisoquinoline-2(1H)-carboxylate BrC1=C2CCN(CC2=CC=C1F)C(=O)OC(C)(C)C